ClC=1C=C(C=2N=CN=C(C2N1)N)C1CCOCC1 6-chloro-8-(tetrahydro-2H-pyran-4-yl)pyrido[3,2-d]pyrimidin-4-amine